FC1=NC(=C2N=CN(C2=N1)CC#C)F 2,6-difluoro-9-(prop-2-yn-1-yl)-9H-purine